O=C1CCCCC1 5-oxo-cyclohexane